N-[4-(3-cyanophenyl)-5-(2,6-dimethyl-4-pyridinyl)thiazol-2-yl]-6,9-dioxo-1,3,4,7,8,9a-hexahydropyrazino[1,2-a]pyrazine-2-carboxamide C(#N)C=1C=C(C=CC1)C=1N=C(SC1C1=CC(=NC(=C1)C)C)NC(=O)N1CC2N(CC1)C(CNC2=O)=O